1-Methyl-3,5-bis(3-methylbenzylidene)piperidin-4-one CN1CC(C(C(C1)=CC1=CC(=CC=C1)C)=O)=CC1=CC(=CC=C1)C